2,4,5-tribromocumene BrC1=C(C=C(C(=C1)Br)Br)C(C)C